ClC1=C(C=CC(=C1)OC1=CC=CC=C1)C(C1=CNC2=C1C1=C(NC(C(N1)(C)COCC)=O)C=N2)O 9-((2-chloro-4-phenoxyphenyl)(Hydroxy)methyl)-2-(ethoxymethyl)-2-methyl-1,2,4,7-tetrahydro-3H-pyrrolo[3',2':5,6]pyrido[3,4-b]pyrazin-3-one